FC(OC1=NC=C(C(=C1)N1C(C(C2=CC(=CC=C12)C(=O)NC1(CCS(CC1)(=O)=O)C)(C)C)=O)F)F 1-(2-(difluoromethoxy)-5-fluoropyridin-4-yl)-3,3-dimethyl-N-(4-methyl-1,1-dioxidotetrahydro-2H-thiopyran-4-yl)-2-oxoindoline-5-carboxamide